2-(6-bromo-1-oxo-4-prop-2-ylphthalazin-2-yl)-N-cyclobutylacetamide BrC=1C=C2C(=NN(C(C2=CC1)=O)CC(=O)NC1CCC1)C(C)C